6-(perfluoroethyl)hexanol FC(C(F)(F)F)(CCCCCCO)F